COC1=CC=C(C2=CC=CC=C12)C1=NC(=NC(=N1)C(Cl)(Cl)Cl)C(Cl)(Cl)Cl 2-(4-methoxynaphthalen-1-yl)-4,6-bis(trichloromethyl)s-triazine